ClC1=C(C=CC=C1NC=1C=NC(=CC1)OCC(F)(F)F)[C@@]1(CC(N(C(N1)=N)[C@H]1C[C@H](OCC1)C)=O)C |o1:27,29| (6S)-6-(2-Chloro-3-{[6-(2,2,2-trifluoroethoxy)pyridin-3-yl]-amino}phenyl)-2-imino-6-methyl-3-[(2R*,4R*)-2-methyl-tetrahydropyran-4-yl]-hexahydropyrimidin-4-one